ClC1=CC=C(C=N1)NC1=NC=CC2=C1C=CS2 N-(6-chloropyridin-3-yl)thieno[3,2-c]pyridin-4-amine